2-Bromo-1-((3R,5R,8R,9R,10S,13S,14S,15R,17S)-3-hydroxy-3,13,15-trimethylhexadecahydro-1H-cyclopenta[a]phenanthren-17-yl)ethan-1-one BrCC(=O)[C@H]1C[C@H]([C@H]2[C@@H]3CC[C@@H]4C[C@](CC[C@@H]4[C@H]3CC[C@]12C)(C)O)C